3-fluoro-2-(1-(4-fluorophenyl)butyl)phenol FC=1C(=C(C=CC1)O)C(CCC)C1=CC=C(C=C1)F